N-((1-((1r,4r)-4-(Cyanomethyl)cyclohexyl)-1,6-dihydroimidazo[4,5-d]pyrrolo[2,3-b]pyridin-2-yl)methyl)-N'-hydroxy-2-phenylacetimidamide C(#N)CC1CCC(CC1)N1C(=NC=2C1=C1C(=NC2)NC=C1)CNC(CC1=CC=CC=C1)=NO